CS(=O)(C)=C (dimethyl(oxo)-λ6-sulfanylidene)methane